tert-butyl (((1R,3S)-3-((2-(2,6-dioxopiperidin-3-yl)-1-oxoisoindolin-4-yl)amino)cyclohexyl)methyl)carbamate O=C1NC(CCC1N1C(C2=CC=CC(=C2C1)N[C@@H]1C[C@@H](CCC1)CNC(OC(C)(C)C)=O)=O)=O